tricyclo[3.3.1.03,7]non-ane-3-carboxylic acid C12CC3(CC(CC3C1)C2)C(=O)O